2-((4-(4-(((2-(2,6-dioxopiperidin-3-yl)-1,3-dioxoisoindoline-5-yl)methyl)(methyl)amino)piperidin-1-yl)-2-isopropoxy-5-methylphenyl)amino)-5-(trifluoromethyl)pyridine O=C1NC(CCC1N1C(C2=CC=C(C=C2C1=O)CN(C1CCN(CC1)C1=CC(=C(C=C1C)NC1=NC=C(C=C1)C(F)(F)F)OC(C)C)C)=O)=O